C[Sn](C=1C(NC(NN1)=O)=O)(C)C 6-trimethylstannyl-2H-1,2,4-triazine-3,5-dione